FC1=C(C(=O)N(C(C)C)C(C)C)C=CC=N1 2-Fluoro-N,N-diisopropylnicotinamide